4-(5-cyano-2-methoxyphenyl)-N-(5-(5-(cyanomethyl)pyridin-2-yl)thiazolo[5,4-b]pyridin-2-yl)-6-methylnicotinamide C(#N)C=1C=CC(=C(C1)C1=CC(=NC=C1C(=O)NC=1SC2=NC(=CC=C2N1)C1=NC=C(C=C1)CC#N)C)OC